1-{5-[(R)-(1,3-dimethyl-azetidin-3-yl)-hydroxy-(4-isopropyl-phenyl)-methyl]-pyridin-3-yl}-3-(2-methoxy-ethyl)-pyrrolidin-2-one CN1CC(C1)(C)[C@@](C=1C=C(C=NC1)N1C(C(CC1)CCOC)=O)(C1=CC=C(C=C1)C(C)C)O